(2-fluoroethyl) (3,3,3-trifluoro-n-propyl) ether FC(CCOCCF)(F)F